C[C@H]1CN(C[C@H](O1)C)C1=CC=CC(=N1)C1=NC2=CC(=NC=C2C=C1)CNC([O-])=O N-[[2-[6-[(2S,6R)-2,6-dimethylmorpholin-4-yl]-2-pyridyl]-1,6-naphthyridin-7-yl]methyl]carbamate